γ-glutamyl-S-1-propenylcysteine N[C@@H](CCC(=O)N[C@@H](CSC=CC)C(=O)O)C(=O)O